2,2'-bis(2-chlorophenyl)-4,5,4',5'-tetraphenyl-1,2'-biimidazole ClC1=C(C=CC=C1)C=1N(C(=C(N1)C1=CC=CC=C1)C1=CC=CC=C1)C1(N=C(C(=N1)C1=CC=CC=C1)C1=CC=CC=C1)C1=C(C=CC=C1)Cl